1-hydroxy-2,2,6,6-tetramethylpiperidin-4-yl pentanoate C(CCCC)(=O)OC1CC(N(C(C1)(C)C)O)(C)C